propyl-triPropoxysilane C(CC)[Si](OCCC)(OCCC)OCCC